CC1=C(OC(C(=O)OCC)(C)C)C(=CC(=C1)CN1C(N(C2=C1C=CC=C2)C2=CC=C(C=C2)C(F)(F)F)=O)C Ethyl 2-(2,6-dimethyl-4-((2-oxo-3-(4-(trifluoromethyl) phenyl) 2,3-dihydro-1H-benzo[d]imidazol-1-yl) methyl) phenoxy)-2-methylpropionate